2-[1-methyl-(3-indolyl)]cyclohexanone CN1C=C(C2=CC=CC=C12)C1C(CCCC1)=O